3-[CYCLOPROPYL(3-OXOPROPYL)AMINO]PROPANENITRILE C1(CC1)N(CCC#N)CCC=O